[Br-].O=C[C@@H](O)[C@H](O)[C@@H](O)CO L-xylose bromide